(Z)-5-((1H-indol-3-yl)methyl)-3-methylimidazolidine-2,4-dione N1C=C(C2=CC=CC=C12)CC1C(N(C(N1)=O)C)=O